2,6-dimethyl-1,2,3,4-tetrahydroquinoline CC1NC2=CC=C(C=C2CC1)C